(+/-)-4-[3-(2-fluorophenyl)-1,4-oxazepan-4-yl]-6-methyl-pyrimidin-2-amine FC1=C(C=CC=C1)[C@@H]1COCCCN1C1=NC(=NC(=C1)C)N |r|